tert-butyl N-[6-fluoro-2-(4-formylcyclohexyl)indazol-5-yl]carbamate FC=1C(=CC2=CN(N=C2C1)C1CCC(CC1)C=O)NC(OC(C)(C)C)=O